(2S,4R)-1-[(2S)-2-(4-cyclopropyltriazol-1-yl)-3,3-dimethyl-butanoyl]-4-hydroxy-N-[(2-isopropoxypyrimidin-4-yl)methyl]pyrrolidine-2-carboxamide C1(CC1)C=1N=NN(C1)[C@H](C(=O)N1[C@@H](C[C@H](C1)O)C(=O)NCC1=NC(=NC=C1)OC(C)C)C(C)(C)C